3-[3-[4-(hydroxymethyl)phenyl]imidazo[1,2-b]pyridazin-6-yl]phenol OCC1=CC=C(C=C1)C1=CN=C2N1N=C(C=C2)C=2C=C(C=CC2)O